COC1=C(C=C(C=C1)C=1C=C(C=NC1)[C@@H]1CB(OC1)O)OCCC (S)-4-(5-(4-methoxy-3-propoxyphenyl)pyridin-3-yl)-1,2-oxaborolan-2-ol